IC=1C(=C(C=CC1)[Ru+])I diiodophenyl-ruthenium (II)